(4-((4-cyclohexyl-3-(trifluoromethyl)phenoxy)methyl)-3-methylphenyl)methanol C1(CCCCC1)C1=C(C=C(OCC2=C(C=C(C=C2)CO)C)C=C1)C(F)(F)F